The molecule is a glucotriose that is D-glucopyranose in which the hydroxy groups at positions 3 and 6 have each been converted into the corresponding beta-D-glucopyranosyl derivative. It derives from a laminarabiose and a gentiobiose. C([C@@H]1[C@H]([C@@H]([C@H]([C@@H](O1)OC[C@@H]2[C@H]([C@@H]([C@H](C(O2)O)O)O[C@H]3[C@@H]([C@H]([C@@H]([C@H](O3)CO)O)O)O)O)O)O)O)O